C[C@H]1C(N(C=2C(O1)=CSC2C(=O)OC(C)(C)C2=CC(=CC(=C2)F)Br)CC(C(=O)OC)N)=O 2-(3-bromo-5-fluoro-phenyl)propan-2-ol Methyl-(S)-4-(2-amino-3-methoxy-3-oxopropyl)-3-oxo-3,4-dihydro-2H-thieno[3,4-b][1,4]oxazine-5-carboxylate